C(C)(C)(C)N1N=CC=2C1=NC(=NC2C2=CC=C(C=C2)C(C)(C)C)NC(=O)C=2SC(=CC2)[N+](=O)[O-] N-(1-(tert-butyl)-4-(4-(tert-butyl)phenyl)-1H-pyrazolo[3,4-d]pyrimidin-6-yl)-5-nitrothiophene-2-carboxamide